(S)-tert-butyl 7-(4-((2-((1-(4-(4-(benzyloxy)naphthalen-1-yl)phenyl)-3-methoxy-3-oxopropyl)amino)-2-oxoethyl)amino)-4-oxobutyl)-3,4-dihydro-1,8-naphthyridine-1(2H)-carboxylate C(C1=CC=CC=C1)OC1=CC=C(C2=CC=CC=C12)C1=CC=C(C=C1)[C@H](CC(=O)OC)NC(CNC(CCCC1=CC=C2CCCN(C2=N1)C(=O)OC(C)(C)C)=O)=O